4-Amino-7-bromo-1-(4-(1-hydroxyethyl)phenyl)-2-oxo-1,2-dihydroquinoline-3-carboxylic acid methyl ester COC(=O)C=1C(N(C2=CC(=CC=C2C1N)Br)C1=CC=C(C=C1)C(C)O)=O